OCC=1N=C(SC1[S@](=O)(N)=NC(NC1=C2C(=NC3=C1CCC3)[C@H](CC2)C)=O)C(C)(C)O |o1:22| (S,S) or (S,R)-4-(hydroxymethyl)-2-(2-hydroxypropan-2-yl)-N'-((3-methyl-1,2,3,5,6,7-hexahydrodicyclopenta[b,e]pyridin-8-yl)carbamoyl)thiazole-5-sulfonimidamide